(3-chloro-6-(4-chloro-1H-1,2,3-triazol-1-yl)-2-fluorophenyl)pyrimidin-4-ol ClC=1C(=C(C(=CC1)N1N=NC(=C1)Cl)C1=NC=CC(=N1)O)F